3-[(1,1-dimethyl-2-hydroxyethyl)amino]-2-hydroxypropanesulfonic acid CC(CO)(C)NCC(CS(=O)(=O)O)O